ClC1=CC=C(NN)C=C1 para-chloroanilineamine